C1(=CC=CC=C1)[C@H]1C[C@H](C1)N1C(C(N(C=C1)CC=1SC(=NN1)C=1SC=CN1)=O)=O 1-((cis)-3-phenylcyclobutyl)-4-((5-(thiazol-2-yl)-1,3,4-thiadiazol-2-yl)methyl)-1,4-dihydropyrazine-2,3-dione